2-(4-(4-(tert-butoxy)-4-oxobutoxy)phenyl)acetic acid C(C)(C)(C)OC(CCCOC1=CC=C(C=C1)CC(=O)O)=O